P(=O)(OCC(COC(C)=O)OC(C)=O)(OCCNC(CCCCCNC(CCCCC1SC[C@@H]2NC(N[C@@H]21)=O)=O)=O)[O-] 2,3-diacetoxypropyl 2-(6-(5-((3aS,6aR)-2-oxohexahydro-1H-thieno[3,4-d]imidazol-4-yl) pentanamido)hexanamido)ethyl phosphate